[Na+].C(C)(C)(C)OC(=S)[S-] tert-butylxanthic acid sodium salt